(1R,2S,5S)-6,6-dimethyl-3-[(2S,3R)-3-(1-methylcyclobutoxy)-2-[(2,2,2-trifluoroacetyl)amino]butanoyl]-3-azabicyclo[3.1.0]hexane-2-carboxylic acid CC1([C@H]2CN([C@@H]([C@@H]12)C(=O)O)C([C@H]([C@@H](C)OC1(CCC1)C)NC(C(F)(F)F)=O)=O)C